BrC=1C=C2C(=C(C(=NC2=C(C1C1=C(C(=CC=C1)Cl)Cl)F)C)C(=O)OCC)O ethyl (Ra)-6-bromo-7-(2,3-dichlorophenyl)-8-fluoro-4-hydroxy-2-methylquinoline-3-carboxylate